[C-]1(C=CC=C1)C=1NC=2C(=NC(=CC2)Br)N1.[CH-]1C=CC=C1.[Fe+2] 2-ferrocenyl-5-bromoimidazo[4,5-b]pyridine